C(C)C(C=C)C(C)C 3-ethyl-4-methyl-1-pentene